CC(C(CCCC(C)O)O)O 2,3,7-octanetriol